C1(CCCC1)N1C(C=CC(=C1)C1=NC(=NC=C1)NC1=NC=C(C=C1)N1CCCCC1)=O 1-cyclopentyl-5-(2-(5-(piperidin-1-yl)pyridin-2-yl)aminopyrimidin-4-yl)-pyridin-2(1H)-one